N-(4-(cis-bicyclo[3.1.0]hexan-3-yloxy)-3,5-difluorophenyl)-2-(hexahydro-4H-furo[3,2-b]pyrrol-4-yl)-5-(2,2,2-trifluoroethyl)oxazole-4-carboxamide C12CC(CC2C1)OC1=C(C=C(C=C1F)NC(=O)C=1N=C(OC1CC(F)(F)F)N1C2C(CC1)OCC2)F